2-(2-(3-methoxyphenyl)-2-oxoethyl)-8-(3-(trifluoromethyl)phenyl)-1,3,4,12a-tetrahydrobenzo[e]pyrazino[1,2-a][1,4]diazepine-6,12(2H,11H)-dione COC=1C=C(C=CC1)C(CN1CC2N(C(C3=C(NC2=O)C=CC(=C3)C3=CC(=CC=C3)C(F)(F)F)=O)CC1)=O